3-(5-(((1R,2S)-2-(3-isopropoxyazetidin-1-yl)cyclopentyl)oxy)-1-oxoisoindolin-2-yl)piperidine-2,6-dione C(C)(C)OC1CN(C1)[C@@H]1[C@@H](CCC1)OC=1C=C2CN(C(C2=CC1)=O)C1C(NC(CC1)=O)=O